dimethyl(trimethylsilyl)hydrazine CN(N[Si](C)(C)C)C